C(=O)C1=CNC=2C=NC=C(C21)C(=O)O 3-FORMYL-1H-PYRROLO[2,3-C]PYRIDINE-4-CARBOXYLIC ACID